BrC=1C=CC(=NC1)NC1CCC(CC1)NC(OC(C)(C)C)=O tert-butyl ((1r,4r)-4-((5-bromopyridin-2-yl)amino)cyclohexyl)carbamate